C(C)(C)(C)OC(=O)N1[C@@H]([C@@H](CC1)CN)C (2R,3S)-3-(aminomethyl)-2-methylpyrrolidine-1-carboxylic acid tert-butyl ester